C(C)(=O)O[C@@H](CCl)COC1=C(C=C(C=C1Cl)C(C)(C)C1=CC=C(C=C1)OC[C@@H](CO)O)Cl (R)-1-chloro-3-(2,6-dichloro-4-(2-(4-((R)-2,3-dihydroxypropoxy)phenyl)propan-2-yl)phenoxy)propan-2-yl acetate